(2R,3S)-2-[[(2R)-2-acetamido-3-(3-fluorophenyl)propanoyl]amino]-5-methoxy-4-methoxycarbonyl-3-methyl-5-oxo-pentanoic acid C(C)(=O)N[C@@H](C(=O)N[C@@H](C(=O)O)[C@H](C(C(=O)OC)C(=O)OC)C)CC1=CC(=CC=C1)F